FC1=C(C(=NC(=C1F)C=1C(=NN(C1F)C(F)(F)F)F)C(=O)O)C1=C(C(=C(C(=C1F)F)F)F)F.OC1=CC=C(C=C1)C(C)(C1=CC=C(C=C1)O)C1=CC=C(C=C1)O 1,1,1-tris(4-hydroxyphenyl)ethane perfluorophenyl-6-(1-methyl-1H-pyrazol-4-yl)picolinate